N-((R)-2-Cyclopropyl-3-(((S)-5,11-dioxo-2,3,10,11-tetrahydro-1H,5H-benzo[d]pyrazolo[1,2-a][1,2]diazepin-10-yl)amino)-3-oxopropyl)-4-methyl-2-(3-methylisoxazol-5-yl)thiazol-5-carboxamid C1(CC1)[C@H](CNC(=O)C1=C(N=C(S1)C1=CC(=NO1)C)C)C(=O)N[C@H]1C2=C(C(N3N(C1=O)CCC3)=O)C=CC=C2